2-benzyl-2-dimethylamino-1-(4-N-morpholinylphenyl)-butan-1-one C(C1=CC=CC=C1)C(C(=O)C1=C(C=CC=C1)N1CCOCC1)(CC)N(C)C